7-(3-amino-3-methylazetidin-1-yl)-5-methyl-4-oxo-1-(1,3-thiazol-2-yl)-1,4-dihydro-1,8-naphthyridine-3-carboxylic acid NC1(CN(C1)C1=CC(=C2C(C(=CN(C2=N1)C=1SC=CN1)C(=O)O)=O)C)C